C1(CC1)C1=CN=CC(=N1)C(=O)O 6-cyclopropylpyrazine-2-carboxylic acid